[N+](=O)([O-])C1C(N(CCC1)C(=O)OCCCC)CO[C@@H]1CC[C@@H](CC1)C1=CC=CC=C1 butyl 3-nitro-2-({[(CIS)-4-phenylcyclohexyl]oxy}methyl)piperidine-1-carboxylate